3-bromo-1,2-diketocyclohexane BrC1C(C(CCC1)=O)=O